C1=CC=C(C=C1)C(=O)C2=C(C=CC(=C2)Cl)NC(=O)CBr N-(2-benzoyl-4-chlorophenyl)-2-bromoacetamide